2,4,6-trimethylboroxin CB1OB(OB(O1)C)C